N-(3-((1s,3s)-3-(cyanomethyl)-1-(4-methyl-4H-1,2,4-triazol-3-yl)cyclobutyl)phenyl)-7-((cyclobutylamino)methyl)-3,3-dimethyl-2,3-dihydrofuro[3,2-b]pyridine-5-carboxamide C(#N)CC1CC(C1)(C1=NN=CN1C)C=1C=C(C=CC1)NC(=O)C1=CC(=C2C(=N1)C(CO2)(C)C)CNC2CCC2